NC=1C=C(C=C(C1)O)O 5-amino-1,3-benzenediol